bromo-1-(4,5-dimethoxy-2-methylphenyl)decan-1-one BrC(C(=O)C1=C(C=C(C(=C1)OC)OC)C)CCCCCCCC